2-iodo-1-ethanol acetate C(C)(=O)OCCI